(S)-5-(2-fluoro-4-(trifluoromethyl)phenyl)-4-methyl-N-(3-piperidinyl)pyrimidin-2-amine, hydrochloride salt Cl.FC1=C(C=CC(=C1)C(F)(F)F)C=1C(=NC(=NC1)N[C@@H]1CNCCC1)C